2-Chloro-5-(2,2-dimethyl-2,3-dihydrobenzo[b][1,4]dioxin-6-yl)pyridin-4-amine ClC1=NC=C(C(=C1)N)C1=CC2=C(OC(CO2)(C)C)C=C1